Tert-butyl (S)-5-(2-(2-((5-chloro-2-(1H-tetrazol-1-yl) phenyl) amino)-2-oxoacetylamino)-3-phenylpropionamido)-1H-indole-2-carboxylate ClC=1C=CC(=C(C1)NC(C(=O)N[C@H](C(=O)NC=1C=C2C=C(NC2=CC1)C(=O)OC(C)(C)C)CC1=CC=CC=C1)=O)N1N=NN=C1